1H-pyrazol-4-amide N1N=CC(=C1)C(=O)N